FC1=C(C=CC=C1)C=CC(=O)C1=C(C(=C(C=C1)O)O)O 3-(2-fluorophenyl)-1-(2,3,4-trihydroxyphenyl)prop-2-en-1-one